C(C)(=O)OC1=C(OC(=C1O)C1=CC=C(C=C1)Cl)NS(=O)(=O)CC N-(3-acetoxy-4-hydroxy-5-(4-chlorophenyl)-2-furanyl)ethanesulfonamide